C1(=CC=CC=C1)C=1C=C2C=CC=CN2C1N1C2=CC=CC=C2SC=2C=CC=CC12 10-(2-phenylindolizin-3-yl)-10H-phenothiazine